C(CCC)C1=CC=C(C=C1)C=1OC2=C(C(=C(C=3C2=C(C1C1=CC=C(C=C1)CCCC)C=C(C3)F)C3=CC=C(C=C3)CCCC)C3=CC=C(C=C3)CCCC)N3C=NCCC3 2,3,7,8-tetra(4-butylphenyl)-5-fluorobenzo[de]chromen-9-yl-1,4,5,6-tetrahydropyrimidine